FC=1C=CC=2N(C1)C(=C(N2)C)C=O (6-fluoro-2-methyl-imidazo[1,2-a]pyridin-3-yl)methanone